FC(CN1C(=NC=2C1=NC(=CC2)C=2C=CN1N=C(N=C(C12)NC)NC1CCC2(COC2)CC1)C)F 5-(3-(2,2-Difluoroethyl)-2-methyl-3H-imidazo[4,5-b]pyridin-5-yl)-N4-methyl-N2-(2-oxaspiro[3.5]nonan-7-yl)pyrrolo[2,1-f][1,2,4]triazine-2,4-diamine